COC1=C(C=CC=C1)C(CCC=O)=O 4-(2-Methoxyphenyl)-4-oxobutanal